C(C1=CC=CC=C1)N1CC2(C1)CC(C2)NC(=O)N2[C@@H](CN(C[C@H]2C)C=2SC1=C(N2)C=CC(=C1)C(F)(F)F)C (2R,6R)-N-{2-benzyl-2-azaspiro[3.3]heptan-6-yl}-2,6-dimethyl-4-[6-(trifluoromethyl)-1,3-benzothiazol-2-yl]piperazine-1-carboxamide